N1(CCC1)C(=S)C1=CC(=NN1C1=CC=C(C=C1)CN1C2=NC(=NC=C2NC1=O)C1=C(C(=CC=C1)F)C(C)C)C(F)(F)F 9-([4-[5-(azetidine-1-carbothioyl)-3-(trifluoromethyl)pyrazol-1-yl]phenyl]methyl)-2-(3-fluoro-2-isopropylphenyl)-7H-purin-8-one